ethyl (2-cyano-2-(2-(3,5-dichloro-4-((2-(3-fluorophenyl)-1-oxo-1,2,3,4-tetrahydroisoquinolin-6-yl)oxy)phenyl)hydrazono)acetyl)carbamate C(#N)C(C(=O)NC(OCC)=O)=NNC1=CC(=C(C(=C1)Cl)OC=1C=C2CCN(C(C2=CC1)=O)C1=CC(=CC=C1)F)Cl